guanosine 5'-(dihydrogen diphosphate) OP(O)(=O)OP(=O)([O-])OC[C@@H]1[C@H]([C@H]([C@@H](O1)N1C=NC=2C(=O)NC(N)=NC12)O)O